N1=CC(=CC(=C1)CNC=1C=C(C(=O)N[C@@H]2[C@H](CCCC2)O)C=CC1C)C=1C=NC=CC1 3-{[([3,3'-bipyridin]-5-yl)methyl]amino}-N-[(1S,2S)-2-hydroxycyclohexyl]-4-methylbenzamide